methyl 3-acetyl-1-(2-((1R,3S,5R)-3-((6-bromo-3-methylpyridin-2-yl)carbamoyl)-5-methyl-2-azabicyclo[3.1.0]hexan-2-yl)-2-oxoethyl)-5-(2-methylpyrimidin-5-yl)-1H-indazole-6-carboxylate C(C)(=O)C1=NN(C2=CC(=C(C=C12)C=1C=NC(=NC1)C)C(=O)OC)CC(=O)N1[C@@H]2C[C@@]2(C[C@H]1C(NC1=NC(=CC=C1C)Br)=O)C